4-[(R)-[(2R,4R,5S)-5-ethylquinuclidin-2-yl]-(6-methoxy-4-quinolyl)methoxy]-1-[(R)-[(2R,4S,5R)-5-ethylquinuclidin-2-yl]-(6-methoxy-4-quinolyl)methoxy]phthalazine C(C)[C@H]1[C@H]2C[C@@H](N(C1)CC2)[C@H](OC2=NN=C(C1=CC=CC=C21)O[C@H](C2=CC=NC1=CC=C(C=C21)OC)[C@@H]2N1C[C@@H]([C@H](C2)CC1)CC)C1=CC=NC2=CC=C(C=C12)OC